N[C@](COC1=C(C=C(C=C1)C1=CC(=NC=C1)NC(C)=O)C(F)(F)F)(CC(=C)C)C (S)-N-(4-(4-((2-amino-2,4-dimethylpent-4-en-1-yl)oxy)-3-(trifluoromethyl)phenyl)pyridin-2-yl)acetamide